OC=1C=C(C=CC1OC)/C=C/C(=O)C1=CC=C(C=C1)N1C=NC=C1 (E)-3-(3-Hydroxy-4-methoxyphenyl)-1-(4-imidazol-1-ylphenyl)prop-2-en-1-one